3-(2-methoxyphenoxy)-1-(thiophen-2-yl)-N,N-dimethylpropylamine COC1=C(OCCC(C=2SC=CC2)N(C)C)C=CC=C1